BrC1=C(COC2=CC=C(CN3C=NC(=C3)C(=O)OC)C=C2)C=CC(=C1)C(F)(F)F methyl 1-(4-((2-bromo-4-(trifluoromethyl) benzyl) oxy) benzyl)-1H-imidazole-4-carboxylate